NC1=NC(=C(C(=N1)CCC#N)CC1=C(C=CC=C1)OC)O 3-(2-amino-6-hydroxy-5-(2-methoxybenzyl)pyrimidin-4-yl)propanenitrile